BrC=1C=C(C=CC1)C1=NC=C(C=C1)C1=CC=CC=C1 2-(3-bromophenyl)-5-phenylpyridine